(2r,3s)-1-benzhydryl-2-methyl-azetidin-3-ol C(C1=CC=CC=C1)(C1=CC=CC=C1)N1[C@@H]([C@H](C1)O)C